(S)-N-(5-(2,2-difluorocyclopropyl)-1H-pyrazol-3-yl)-6-((1-methylpiperidin-4-yl)oxy)pyrazin-2-amine FC1([C@@H](C1)C1=CC(=NN1)NC1=NC(=CN=C1)OC1CCN(CC1)C)F